4-(2-phenyl-1H-benzo[d]imidazol-1-yl)phenylboronic acid C1(=CC=CC=C1)C1=NC2=C(N1C1=CC=C(C=C1)B(O)O)C=CC=C2